N,N-diethyl-N-dodecyl-N-benzylammonium chloride [Cl-].C(C)[N+](CC1=CC=CC=C1)(CCCCCCCCCCCC)CC